5-mono-2-ethyl-5-hydroxyhexyl phthalate C(C=1C(C(=O)[O-])=CC=CC1)(=O)OCCCCC(C)(O)CC